5-(3-(5-(cyclopropylmethyl)-2,5-dihydro-1H-pyrrol-3-yl)-2-fluoro-6-hydroxyphenyl)-1,2,5-thiadiazolidin-3-one 1,1-dioxide C1(CC1)CC1C=C(CN1)C=1C(=C(C(=CC1)O)N1CC(NS1(=O)=O)=O)F